Sodium 3-(benzyloxy)-benzenesulfonate C(C1=CC=CC=C1)OC=1C=C(C=CC1)S(=O)(=O)[O-].[Na+]